3-((1H-indazol-4-yl)methyl)-7-(benzo[d]isothiazol-4-ylmethyl)-5-methyl-3,5-dihydro-4H-pyridazino[4,5-b]indol-4-one N1N=CC2=C(C=CC=C12)CN1N=CC2=C(N(C=3C=C(C=CC23)CC2=CC=CC3=C2C=NS3)C)C1=O